COCN(CC1=CC=CC=C1)C[Si](C)(C)C N-(methoxymethyl)-N-[(trimethylsilyl)methyl]benzenemethanamine